FC1=C(C=CC=C1)C1=CC=C(C=2NC(=NC21)NC(=O)N2CCC(CC2)(C)O)OC N-[4-(2-fluorophenyl)-7-methoxy-1H-1,3-benzodiazol-2-yl]-4-hydroxy-4-methylpiperidine-1-carboxamide